N-methyl-penicillamine CN[C@@H](C(C)(C)S)C(=O)O